C(C)(C)OC=1C(=CC2=C(N=C(S2)N2CCNCC2)C1)C(=O)NC=1C(N(C=CC1)C)=O 5-isopropoxy-N-(1-methyl-2-oxo-1,2-dihydropyridin-3-yl)-2-(piperazin-1-yl)benzo[d]thiazole-6-carboxamide